C(C)(C)(CCC)OOC(CCCCCC(C)(C)C)=O t-hexylperoxyneodecaNoate